CC1([C@@H](N2[C@H](S1)[C@@H](C2=O)NC(=O)[C@@H](C3=CC=C(C=C3)O)N)C(=O)O)C.O.O.O The molecule is a hydrate that is the trihydrate form of amoxicillin; a semisynthetic antibiotic, used either alone or in combination with potassium clavulanate (under the trade name Augmentin) for treatment of a variety of bacterial infections. It has a role as an antibacterial drug and an antimicrobial agent. It contains an amoxicillin.